3-(4-Fluoro-2-(trifluoromethyl)benzyl)-5,6-dihydroimidazo[1,2-a]pyrazine-7(8H)-carboxylic acid tert-butyl ester C(C)(C)(C)OC(=O)N1CC=2N(CC1)C(=CN2)CC2=C(C=C(C=C2)F)C(F)(F)F